alpha-isopropyl propionate C(CC)(=O)OC(C)C